C(C)OC(C(CCCCCF)N=C(C1=CC=CC=C1)C1=CC=CC=C1)=O 2-(Diphenylmethyleneamino)-7-fluoro-heptanoic acid ethyl ester